4-[(azetidin-3-yl)oxy]-N-[(7S)-4-fluorobicyclo[4.2.0]octa-1,3,5-trien-7-yl]-N'-hydroxy-1,2,5-oxadiazole-3-carboximidamide N1CC(C1)OC=1C(=NON1)C(N[C@@H]1C2=CC(=CC=C2C1)F)=NO